BrCC[N+](C)(C)C 2-bromoethyl(trimethyl)ammonium